O=C1NC(CCC1N1C(C2=C(C(=C(C(=C2C1=O)F)N1C(C(N(C(C1([2H])[2H])([2H])[2H])CC1CCN(CC1)C1=CC=CN=N1)([2H])[2H])([2H])[2H])F)F)=O)=O 6-(4-((4-(2-(2,6-dioxopiperidin-3-yl)-4,6,7-trifluoro-1,3-dioxoIsoindoline-5-yl)piperazin-1-yl-2,2,3,3,5,5,6,6-d8)methyl)piperidin-1-yl)pyridazine